N1N=CC(=C1)C1=CC(=CS1)C=O [5-(1H-pyrazol-4-yl)-thiophen-3-yl]-methanone